C(C)C(C(=O)OCC(CO)(CO)CO)CCCC Pentaerythritol (ethylhexanoate)